C(C)(C)(C)OC(=O)N1C[C@@H]2C[C@@H]2[C@H](C1)OC=1C=C2COC(C2=CC1)=O |r| rac-(1R,5R,6S)-5-((1-oxo-1,3-dihydroisobenzofuran-5-yl)oxy)-3-azabicyclo[4.1.0]Heptane-3-carboxylic acid tert-butyl ester